4'-amino-3,4-dimethylbenzophenone NC1=CC=C(C=C1)C(C1=CC(=C(C=C1)C)C)=O